3,6-dichloro-1-(3-((1-((1r,4r)-4-methoxycyclohexyl)-5-methyl-4-nitro-1H-pyrazol-3-yl)oxy)propyl)-1H-pyrazolo[3,4-d]pyrimidine ClC1=NN(C2=NC(=NC=C21)Cl)CCCOC2=NN(C(=C2[N+](=O)[O-])C)C2CCC(CC2)OC